(5'S,7a'R)-5'-(3,5-difluoro-phenyl)-1-(4-ethynylpicolinoyl)tetrahydro-3'H-spiro[piperidine-4,2'-pyrrolo[2,1-b]oxazol]-3'-one FC=1C=C(C=C(C1)F)[C@@H]1CC[C@H]2OC3(C(N21)=O)CCN(CC3)C(C3=NC=CC(=C3)C#C)=O